2-[2,5-dichloro-3-fluoro-6-(4-fluorophenyl)pyridin-4-yl]Propan-2-ol ClC1=NC(=C(C(=C1F)C(C)(C)O)Cl)C1=CC=C(C=C1)F